ClC1=CC=C2C(CC(=NC2=C1)C1=CC=C(CCNC(C)=O)C=C1)C(=O)N1CCOCC1 N-(4-(7-chloro-4-(morpholine-4-carbonyl)-3,4-dihydroquinolin-2-yl)phenethyl)acetamide